FC1=C(C(=C(C=C1F)[N+](=O)[O-])F)O 2,3,6-trifluoro-5-nitrophenol